FC1=CC2=C(N=CNC2=O)C=N1 6-Fluoropyrido[3,4-d]Pyrimidin-4(3H)-one